copper(1+) bromide [Cu]Br